2-chloro-N-{2-oxo-2-[(2-phenylethyl)amino]-1-(thiophen-2-yl)ethyl}-N-(propan-2-yl)acetamide ClCC(=O)N(C(C)C)C(C(NCCC1=CC=CC=C1)=O)C=1SC=CC1